methyl 3-{[1-(2-methoxy-2-oxoethyl)cyclobutyl]sulfanyl}propanoate COC(CC1(CCC1)SCCC(=O)OC)=O